5-(2,6-Difluorophenoxy)-1-(4-((3-fluorophenyl)sulfonyl)-2-methylpiperazin-1-yl)-2,2-dimethylpentan-1-one FC1=C(OCCCC(C(=O)N2C(CN(CC2)S(=O)(=O)C2=CC(=CC=C2)F)C)(C)C)C(=CC=C1)F